C(CCCCCCC)P(CCCCCCCC)(CCCCCCCC)=[Se] trioctylphosphine selenide